O[C@@H]1C(C=C2[C@@H](C[C@H]3[C@@H]4CC[C@@H]([C@@]4(C)CC[C@@H]3[C@]2(C1)C)O)O)=O 2β,6β,17β-trihydroxyandrost-4-en-3-one